2-hydroxy-3,4-dimethyl-2,3,4,6,7,8-hexahydro-5H-chromen-5-one OC1OC=2CCCC(C2C(C1C)C)=O